methyl 4-[5-[(3R)-3-amino-5-[(4-chlorophenyl)methyl]-1,1,4-trioxo-2,3-dihydro-1lambda6,5-benzothiazepin-7-yl]-1,3,4-oxadiazol-2-yl]-4-cyano-piperidine-1-carboxylate N[C@H]1CS(C2=C(N(C1=O)CC1=CC=C(C=C1)Cl)C=C(C=C2)C2=NN=C(O2)C2(CCN(CC2)C(=O)OC)C#N)(=O)=O